C1(CC1)C[C@H]1CN(CCN1C(C)C)C(=O)C=1C=C(CN2C(NC(C3=CC=CC=C23)=O)=O)C=CC1F (S)-1-(3-(3-cyclopropylmethyl-4-isopropylpiperazine-1-carbonyl)-4-fluorobenzyl)quinazoline-2,4(1H,3H)-dione